[3-(methylthio)-1-[(2-pyridyldithio)methyl]propyl]-carbamic acid, 1-dimethylethyl ester CSCCC(CSSC1=NC=CC=C1)NC(OC(C)(C)C)=O